1-((6-(2-chloro-2'-methyl-3'-((2-methylpyrido[3,2-d]pyrimidin-4-yl)amino)-[1,1'-biphenyl]-3-yl)-2-methoxypyridin-3-yl)methyl)azetidine-3-carboxylic acid ClC1=C(C=CC=C1C1=CC=C(C(=N1)OC)CN1CC(C1)C(=O)O)C1=C(C(=CC=C1)NC=1C2=C(N=C(N1)C)C=CC=N2)C